5-chloro-2-(3-chloromethyl-s-triazolyl)benzophenone chloroacetate ClCC(=O)O.ClC=1C=CC(=C(C(=O)C2=CC=CC=C2)C1)C1=NC(=NN1)CCl